((7-fluoro-1H-indazol-5-yl)ethynyl)-N-((tetrahydrofuran-2-yl)methyl)-[2,4'-bipyrimidin]-2'-amine FC=1C=C(C=C2C=NNC12)C#CC1=NC(=NC=C1)C1=NC(=NC=C1)NCC1OCCC1